(2S,3S)-ethyl 3-((2-bromo-5-fluoro-6-(pyridin-2-yl)pyrimidin-4-yl)amino)bicyclo[2.2.2]octane-2-carboxylate BrC1=NC(=C(C(=N1)N[C@@H]1[C@H](C2CCC1CC2)C(=O)OCC)F)C2=NC=CC=C2